ethyl-(2S)-hydroxypropionate C(C)[C@](C(=O)[O-])(C)O